2-(4,4-difluoroazepan-1-yl)-N-(3-(S-methylsulfonimidoyl)phenyl)-1,7-naphthyridine-3-carboxamide FC1(CCN(CCC1)C1=NC2=CN=CC=C2C=C1C(=O)NC1=CC(=CC=C1)S(=O)(=N)C)F